CC1=C2C(=CC(=C1)O2)CCO 2-methyl-6-Hydroxyethyl-1,4-phenylene ether